1-(prop-2-yn-1-yl)piperidin C(C#C)N1CCCCC1